N2-(2-methoxy-4-(4-(4-methylpiperazin-1-yl)piperidin-1-yl)phenyl)-N4-(1-(methylsulfonyl)indolin-7-yl)thieno[3,2-d]pyrimidine-2,4-diamine COC1=C(C=CC(=C1)N1CCC(CC1)N1CCN(CC1)C)NC=1N=C(C2=C(N1)C=CS2)NC=2C=CC=C1CCN(C21)S(=O)(=O)C